C1(CCCC1)C1=C(C=C(COC2=CC=3C4=C(NC3C=C2)[C@@H](CC4)CC(=O)O)C=C1)C(F)(F)F (S)-2-(7-(4-cyclopentyl-3-(trifluoromethyl)benzyloxy)-1,2,3,4-tetrahydrocyclopenta[b]indol-3-yl)acetic acid